C[Si](C)(C)C([Si](C)(C)C)[Sb](C([Si](C)(C)C)[Si](C)(C)C)Cl bis[bis(trimethylsilyl)methyl]antimony (III) chloride